C(C)(C)(C)NC(C(C1=CC=C(C=C1)C)N1C(C=2N(C=3C=CC=CC13)N=C1C=CC=CC12)=O)=O N-tert-butyl-2-(6-oxoindazolo[2,3-a]quinoxalin-5(6H)-yl)-2-p-tolylacetamide